C(C)(C)(C)OC(=O)N[C@H](CC=1C=C2N(N=C(C=C2N(C(OC(C)(C)C)=O)CC=2OC=CC2)Cl)C1C)[C@H](C)F tert-butyl (6-((2R,3S)-2-((tert-butoxycarbonyl)amino)-3-fluorobutyl)-2-chloro-7-methylpyrrolo[1,2-b]pyridazin-4-yl)(furan-2-ylmethyl)carbamate